C(O)(=O)OC1(C(CC(=CC1(C)C)N1CCCCC1)(C)C)OCCCCCCCCCCC 2,2,6,6-tetramethyl-1-(undecyloxy)-4-piperidinophenol carbonate